C(#N)N1C[C@H](CC1)C(=O)NC=1N=C2N(C=C(C=C2)C(F)(F)F)C1 (S)-1-cyano-N-(6-(trifluoromethyl)imidazo[1,2-a]pyridin-2-yl)pyrrolidine-3-carboxamide